(5-(2-nitrophenyl)-2-(3-(trifluoromethyl)phenyl)Oxazol-4-yl)methanone [N+](=O)([O-])C1=C(C=CC=C1)C1=C(N=C(O1)C1=CC(=CC=C1)C(F)(F)F)C=O